C1(=C(C=CC=C1)NC(=O)NC1=C(C=CC=C1)C)C N,N'-di(o-tolyl)urea